CC1=C(C=CC(=C1)OC(F)(F)F)O 2-methyl-4-trifluoromethoxyphenol